tert-butyl (S)-(1-(4-((2-morpholino-5-(piperidin-1-yl)thiazolo[4,5-b]pyridin-6-yl)carbamoyl)oxazol-2-yl)pyrrolidin-3-yl)carbamate O1CCN(CC1)C=1SC=2C(=NC(=C(C2)NC(=O)C=2N=C(OC2)N2C[C@H](CC2)NC(OC(C)(C)C)=O)N2CCCCC2)N1